tert-Butyl (2-(6-(pyridin-3-yl)-1H-indole-2-carboxamido)ethyl)carbamate N1=CC(=CC=C1)C1=CC=C2C=C(NC2=C1)C(=O)NCCNC(OC(C)(C)C)=O